D-3-iodo-2-(((tetrahydro-2H-pyran-2-yl)oxy)methyl)-6,7-dihydro-5H-pyrazolo[5,1-b][1,3]oxazine IC=1C(=NN2C1OCCC2)COC2OCCCC2